5-(3-fluorophenyl)-N-[(2S,3R)-3-hydroxybutan-2-yl]-6-[4-(trifluoromethyl)phenoxy]pyridine-3-carboxamide FC=1C=C(C=CC1)C=1C=C(C=NC1OC1=CC=C(C=C1)C(F)(F)F)C(=O)N[C@@H](C)[C@@H](C)O